4-(bromomethyl)pyridine hydrobromide Br.BrCC1=CC=NC=C1